Cl.BrC1=CC=NC=C1 4-bromopyridine, hydrochloride